(R)-5-(4-(methylsulfonyl)phenyl)-2-(1-(1-(5-propylpyrimidin-2-yl)piperidin-4-yl)ethoxy)thiazolo[5,4-b]pyridin CS(=O)(=O)C1=CC=C(C=C1)C1=CC=C2C(=N1)SC(=N2)O[C@H](C)C2CCN(CC2)C2=NC=C(C=N2)CCC